rac-(1S,2S,4R)-4-(1-(tert-butyl)-5-(2-(3-methylisoxazol-5-yl)acetamido)-1H-pyrazol-3-yl)-2-fluorocyclopentyl (1-methylcyclopropyl)carbamate CC1(CC1)NC(O[C@@H]1[C@H](C[C@@H](C1)C1=NN(C(=C1)NC(CC1=CC(=NO1)C)=O)C(C)(C)C)F)=O |r|